5-((1s,4s)-2-azabicyclo[2.2.2]oct-1-yl)-3-(2-(pyridin-4-yl)ethyl)-1,2,4-oxadiazol C12(NCC(CC1)CC2)C2=NC(=NO2)CCC2=CC=NC=C2